8-(4-chloro-2-fluorophenyl)-N-methyl-6,9-dioxo-5-(4-(trifluoromethyl)benzyl)-2,5,8-triazaspiro[3.5]nonane-2-carboxamide ClC1=CC(=C(C=C1)N1CC(N(C2(CN(C2)C(=O)NC)C1=O)CC1=CC=C(C=C1)C(F)(F)F)=O)F